CC1(OC[C@@H](O1)COC1=CC=C(C(=O)OCC2=CC=CC=C2)C=C1)C benzyl (S)-4-((2,2-dimethyl-1,3-dioxolan-4-yl)methoxy)benzoate